3-(2-(2,6-dioxo-1,2,3,6-tetrahydropyrimidin-4-yl)acetamido)-N-(4-(N-phenylsulfamoyl)phenyl)benzamide O=C1NC(C=C(N1)CC(=O)NC=1C=C(C(=O)NC2=CC=C(C=C2)S(NC2=CC=CC=C2)(=O)=O)C=CC1)=O